tert-butyl (2R)-2-methyl-1-piperazinecarboxylate C[C@H]1N(CCNC1)C(=O)OC(C)(C)C